(R)-4-(1-(2-aminopropyl)-1H-pyrazol-3-yl)-2-chlorobenzonitrile hydrochloride Cl.N[C@@H](CN1N=C(C=C1)C1=CC(=C(C#N)C=C1)Cl)C